5-(5-Chloro-2-{[(3S)-3-(morpholin-4-ylmethyl)-3,4-dihydroisoquinolin-2(1H)-yl]carbonyl}phenyl)-N-(4-hydroxyphenyl)-2-methyl-N-(1-methyl-1H-pyrazol-4-yl)-1H-pyrrole-3-carboxamide ClC=1C=CC(=C(C1)C1=CC(=C(N1)C)C(=O)N(C=1C=NN(C1)C)C1=CC=C(C=C1)O)C(=O)N1CC2=CC=CC=C2C[C@H]1CN1CCOCC1